N-ethylidene-3-methyl-(diethoxysilyl)-1-propylamine C(C)=NCCC(C)[SiH](OCC)OCC